7-(tert-butyl) 2-methyl (S)-4-(4-((benzyloxy)carbonyl)-3-(cyanomethyl)piperazin-1-yl)-5,8-dihydropyrido[3,4-d]pyrimidine-2,7(6H)-dicarboxylate C(C1=CC=CC=C1)OC(=O)N1[C@H](CN(CC1)C=1C2=C(N=C(N1)C(=O)OC)CN(CC2)C(=O)OC(C)(C)C)CC#N